3-[3-(2,6-dimethoxyphenyl)-1-[[2-(trimethylsilyl)ethoxy]methyl]pyrrolo[2,3-b]pyridin-6-yl]-1-[2-(4-methylpiperazin-1-yl)ethyl]urea COC1=C(C(=CC=C1)OC)C1=CN(C2=NC(=CC=C21)NC(NCCN2CCN(CC2)C)=O)COCC[Si](C)(C)C